butyl-α-cyano-β-methyl-p-methoxycinnamate C(CCC)OC(C(=C(C1=CC=C(C=C1)OC)C)C#N)=O